FC1=NC=CC(=C1)COC1=CC=C(C=N1)CC1=NOC(=C1)C=1C(=NC=CC1)N 3-(3-((6-((2-fluoropyridin-4-yl)methoxy)pyridin-3-yl)methyl)isoxazol-5-yl)pyridin-2-amine